FC1=C(C=CC=C1)P(N(C(C)C)P(C1=CC=C(C=C1)[Si](CCCC)(CCCC)CCCC)C1=C(C=CC=C1)F)C1=CC=C(C=C1)[Si](CCCC)(CCCC)CCCC 1-(2-fluorophenyl)-N-((2-fluorophenyl)(4-(tributylsilyl)phenyl)phosphaneyl)-N-isopropyl-1-(4-(tributylsilyl)phenyl)phosphanamine